5-((4-fluorophenyl)(methoxy)methyl)-2-(piperazin-1-yl)pyrimidine FC1=CC=C(C=C1)C(C=1C=NC(=NC1)N1CCNCC1)OC